N-((1-(2,6-dioxopiperidin-3-yl)-2-oxo-1,2-dihydrobenz[cd]indol-6-yl)methyl)-6-(spiro[3.3]heptan-2-ylamino)hexanamide O=C1NC(CCC1N1C(C2=C3C(C(=CC=C13)CNC(CCCCCNC1CC3(C1)CCC3)=O)=CC=C2)=O)=O